7-fluoro-8-(3-fluoro-2,5-difluoro-phenyl)-4-(3-hydroxycyclobutyl)quinoline-3-carboxylic acid FC1=CC=C2C(=C(C=NC2=C1C1=C(C(=CC(=C1)F)F)F)C(=O)O)C1CC(C1)O